(S)-1-(6-(3-methyl-1H-pyrrolo[2,3-b]pyridin-5-yl)-4-(pyrrolidin-2-yl)isoindolin-2-yl)ethan-1-one CC1=CNC2=NC=C(C=C21)C2=CC(=C1CN(CC1=C2)C(C)=O)[C@H]2NCCC2